C(CCCCCCCCCCCCCCCCCCC)(=O)O.CCCCCCCCCCCCCCCCCCCCCCCCCCC heptacosan arachidate